C1(CC1)C=1N=C(C(=NC1CC)C(=O)N)NC1=CC(=CC=C1)CCNC([C@H](C)N(C(C=C)=O)C)=O (S)-5-cyclopropyl-6-ethyl-3-((3-(2-(2-(N-methylacrylamido)propanamido)ethyl)phenyl)amino)pyrazine-2-carboxamide